O=C1NC(CCCC1NC(=O)C1=CC=CC(=N1)OCC(=O)OC(C)(C)C)=O tert-Butyl 2-(6-((2,7-dioxoazepan-3-yl)carbamoyl)pyridin-2-yl)oxyacetate